CS(=O)(=O)C=1C=CC2=C(N=C(O2)C2=CC=C(C=C2)CN)C1 (4-(5-(methylsulfonyl)benzo[d]oxazol-2-yl)phenyl)methanamine